Cl[Si](C)(C)CCCCCCCCCCCC Chloro(dodecyl)dimethylsilane